N-(3-((1r,4s)-4-aminocyclohexyl)propyl)-6-(2,6-dimethylmorpholino)-2-methyl-pyridin-3-amine NC1CCC(CC1)CCCNC=1C(=NC(=CC1)N1CC(OC(C1)C)C)C